5-(3-isopropyl-2-oxo-2,3,4,5-tetrahydro-1H-benzo[1,4]diazepine-4-carbonyl)-1H-pyrrole-2-carboxamide C(C)(C)C1C(NC2=C(CN1C(=O)C1=CC=C(N1)C(=O)N)C=CC=C2)=O